2,2'-azobis[2-(N-benzylamidino)propane] Dihydrochloride salt Cl.Cl.N(=NC(C)(C)C(NCC1=CC=CC=C1)=N)C(C)(C)C(NCC1=CC=CC=C1)=N